C(#N)[C@H](CC1=C(C=C(C=C1)C=1C=C2CN(C(C2=CC1)=O)C)F)NC(OC(C)(C)C)=O tert-butyl (S)-(1-cyano-2-(2-fluoro-4-(2-methyl-1-oxoisoindolin-5-yl)phenyl)ethyl)carbamate